C(C1=CC=CC=C1)(=O)C1=CC=C(C=C1)N1C(C2=CC=C(C=C2C1=O)C(=O)C=1C=CC(=C(C(=O)O)C1)C(NC1=CC=C(C=C1)C(C1=CC=CC=C1)=O)=O)=O 5-(2-(4-benzoylphenyl)-1,3-dioxoisoindolin-5-carbonyl)-2-((4-benzoylphenyl)carbamoyl)Benzoic acid